C(CC=C)C1=C(C(=CC(N1C1=C(C(=NC=C1C=C)Cl)F)=O)O)[2H] 6-(but-3-en-1-yl)-2'-chloro-3'-fluoro-4-hydroxy-5'-vinyl-2H-[1,4'-bipyridyl]-2-one-5-d